FC1=C(O[C@H]2CN(C[C@@H]2F)C(=O)OC(C)(C)C)C=C(C(=C1)F)N1CCNCC1 tert-butyl (3S,4S)-3-(2,4-difluoro-5-(piperazin-1-yl)phenoxy)-4-fluoropyrrolidine-1-carboxylate